2-[3-(3-{4-[3-(2-hydroxyphenyl)-5-methylthieno[2,3-c]pyridazin-6-yl]piperidin-1-yl}cyclobutyl)-1,2-oxazol-5-yl]-3-methylbutanoic acid OC1=C(C=CC=C1)C1=CC2=C(N=N1)SC(=C2C)C2CCN(CC2)C2CC(C2)C2=NOC(=C2)C(C(=O)O)C(C)C